C1(CC1)C1(NC(=NC=C1C1=COC=C1)N)N 4-cyclopropyl-5-(furan-3-yl)pyrimidine-2,4-diamine